FCC(OC=1C=C2C(N(C(N(C2=CC1)C1CCN(CC1)C=O)=O)CC1=CC=C(C=C1)N1N=CC=C1)=O)CF 4-{6-[2-fluoro-1-(fluoromethyl)ethoxy]-2,4-dioxo-3-[4-(1H-pyrazol-1-yl)benzyl]-3,4-dihydroquinazolin-1(2H)-yl}piperidine-1-carbaldehyde